C[C@H]1N(C[C@@H](N(C1)C=1C2=C(N=CN1)N(C(=C2C(F)(F)F)C)COCC[Si](C)(C)C)C)C(=O)OC(C)(C)C tert-Butyl (2R,5S)-2,5-dimethyl-4-(6-methyl-5-(trifluoromethyl)-7-((2-(trimethylsilyl)ethoxy)methyl)-7H-pyrrolo[2,3-d]pyrimidin-4-yl)piperazine-1-carboxylate